3-bromo-6-chloro-2-methyl-1-((2-(trimethylsilyl)ethoxy)methyl)-1H-pyrrolo[2,3-b]pyridine BrC1=C(N(C2=NC(=CC=C21)Cl)COCC[Si](C)(C)C)C